Cl.FC=1C=C(C=C(C1)F)C1=CC(=CC=C1)C[C@@H]1NCC([C@@H]1NS(=O)(=O)C)(F)F N-{(2S,3R)-2-[(3',5'-difluoro[1,1'-biphenyl]-3-yl)methyl]-4,4-difluoropyrrolidin-3-yl}methanesulfonamide hydrochloride